N1N=C(N=C1)C1=CC=C(C=N1)C=1N=C2C(=NC1)NC(CN2CC)=O 6-(6-(1H-1,2,4-triazol-3-yl)pyridin-3-yl)-4-ethyl-3,4-dihydropyrazino[2,3-b]pyrazin-2(1H)-one